N-(4-(1-amino-8-(4-methoxyphenyl)-6-methylpyrrolo[1,2-a]pyrazin-7-yl)phenyl)acrylamide NC=1C=2N(C=CN1)C(=C(C2C2=CC=C(C=C2)OC)C2=CC=C(C=C2)NC(C=C)=O)C